tert-butyl (2S,4S)-2-(2-((tert-butyldimethylsilyl)oxy)ethyl)-4-(4,8-dichloro-7-(8-cyanonaphthalen-1-yl)-6-fluoro-1H-pyrazolo[4,3-c]quinolin-1-yl)piperidine-1-carboxylate [Si](C)(C)(C(C)(C)C)OCC[C@H]1N(CC[C@@H](C1)N1N=CC=2C(=NC=3C(=C(C(=CC3C21)Cl)C2=CC=CC1=CC=CC(=C21)C#N)F)Cl)C(=O)OC(C)(C)C